O=C1NC(CCC1N1C(C2=CC=CC(=C2C1=O)NCCOCC(=O)O)=O)=O 2-(2-((2-(2,6-dioxopiperidin-3-yl)-1,3-dioxoisoindolin-4-yl)amino)ethoxy)acetic acid